tert-butyl (3S*,4R*)-3-hydroxy-4-(tetradecylcarbamoyl)pyrrolidine-1-carboxylate O[C@@H]1CN(C[C@H]1C(NCCCCCCCCCCCCCC)=O)C(=O)OC(C)(C)C |o1:1,5|